C(C)[O-].C(C)[O-].[Mg+2] magnesium bisethanolate